2-(2-(4-(4-acryloylpiperazin-1-yl)-6-chloroquinazolin-7-yl)phenyl)acetamide C(C=C)(=O)N1CCN(CC1)C1=NC=NC2=CC(=C(C=C12)Cl)C1=C(C=CC=C1)CC(=O)N